C(=O)C1N(C2(CC1C2)C)C(=O)OCCCC butyl 3-formyl-1-methyl-2-azabicyclo[2.1.1]hexane-2-carboxylate